C1=CC=CC=2C3=CC=CC=C3C(C12)(C1=CC=C(C=C1)N(C1=CC=C(C=C1)C1=CC=CC=C1)C1=CC=C(C=C1)C1=CC=CC=C1)C1=CC=C(C=C1)N(C1=CC=C(C=C1)C1=CC=CC=C1)C1=CC=C(C=C1)C1=CC=CC=C1 N,N'-((9H-fluoren-9,9-diyl)bis(4,1-phenylen))bis(N-([1,1'-biphenyl]-4-yl)-[1,1'-biphenyl]-4-amin)